methyl (S)-3-((1R,3S)-3-(1H-tetrazol-5-yl)cyclohexyl)-2-benzyl-7-methyl-3,7,8,9-tetrahydro-6H-imidazo[4,5-f]quinoline-6-carboxylate N1N=NN=C1[C@@H]1C[C@@H](CCC1)N1C(=NC2=C3CC[C@@H](N(C3=CC=C21)C(=O)OC)C)CC2=CC=CC=C2